ClC1=CC2=C(N(C(C3=C(N2CCCN(C(=O)OC(C)(C)C)C(=O)OC(C)(C)C)C=CC=C3)=O)CC3=CC=C(C=C3)OC)C=C1 di-tert-butyl {3-[7-chloro-10-(4-methoxybenzyl)-11-oxo-10,11-dihydro-5H-dibenzo[b,e][1,4]diazepin-5-yl]propyl}imidodicarbonate